(3R,5R)-5-(aminomethyl)-1-benzylpyrrolidine-3-carbonitrile NC[C@H]1C[C@H](CN1CC1=CC=CC=C1)C#N